4-benzhydryl-6-isopropylaniline C(C1=CC=CC=C1)(C1=CC=CC=C1)C1=CC=C(N)C(=C1)C(C)C